hydroxysuccinimide, sodium salt [Na].OC1C(=O)NC(C1)=O